FC(C(=O)O)(F)F.O[C@@H]1[C@H](CNC1)NC(NC(=O)OCC1=CC=C(C=C1)[N+](=O)[O-])=NC(OCC1=CC=C(C=C1)[N+](=O)[O-])=O 4-nitrobenzyl ((3S,4S)-4-hydroxypyrrolidin-3-ylamino)((4-nitrobenzyloxy)carbonylamino)methylenecarbamate, trifluoroacetate salt